(2-amino-6-(6-fluoro-5-methyl-1H-indazol-4-yl)imidazo[1,2-a]pyridin-3-yl)((1s,2s)-2-fluorocyclopropyl)methanone NC=1N=C2N(C=C(C=C2)C2=C3C=NNC3=CC(=C2C)F)C1C(=O)[C@H]1[C@H](C1)F